5-bromo-3-methyl-2-(tetrahydro-2H-pyran-2-yl)-2H-indazole BrC1=CC2=C(N(N=C2C=C1)C1OCCCC1)C